CC1(CCC1)NC(O[C@H]1C[C@H](CC1)C1=CC(=NN1)NC(=O)OCC1=CC=CC=C1)=O (1R,3S)-3-(3-(((benzyloxy)carbonyl)amino)-1H-pyrazol-5-yl)cyclopentyl (1-methylcyclobutyl)carbamate